4-((2R,4S)-1-((5-methoxy-7-methyl-1H-indol-4-yl)methyl)-4-(2,2,2-trifluoroethoxy)piperidin-2-yl)benzoic acid COC=1C(=C2C=CNC2=C(C1)C)CN1[C@H](C[C@H](CC1)OCC(F)(F)F)C1=CC=C(C(=O)O)C=C1